The molecule is a glycosyloxyflavone that is myricetin 3-O-[beta-D-glucosyl-(1->2)-alpha-L-rhamnoside] in which the terminal glucose residue has been esterified at position 6 by formal condensation with 4-coumaric acid. Identified in Fig. S21 of PMID:29967287. It is a pentahydroxyflavone, a cinnamate ester, a disaccharide derivative and a glycosyloxyflavone. It derives from a myricetin and a trans-4-coumaric acid. It is a conjugate acid of a myricetin 3-O-[(6-O-trans-4-coumaroyl-beta-D-glucosyl)-(1->2)-alpha-L-rhamnoside](2-). C[C@H]1[C@@H]([C@H]([C@H]([C@@H](O1)OC2=C(OC3=CC(=CC(=C3C2=O)O)O)C4=CC(=C(C(=C4)O)O)O)O[C@H]5[C@@H]([C@H]([C@@H]([C@H](O5)COC(=O)/C=C/C6=CC=C(C=C6)O)O)O)O)O)O